C(CC(=O)O)(=O)O.NC=1SC2=C(N1)C(=CC=C2F)C2=C(C=C1C(=NC=NC1=C2F)N2CCN(CC2)C(C=C)=O)Cl.NC=2SC1=C(N2)C(=CC=C1F)C1=C(C=C2C(=NC=NC2=C1F)N1CCN(CC1)C(C=C)=O)Cl 1-{4-[7-(2-amino-7-fluoro-1,3-benzothiazol-4-yl)-6-chloro-8-fluoroquinazolin-4-yl]piperazin-1-yl}prop-2-en-1-one hemi-malonate